NC1=NNC(=N1)CC 3-amino-5-ethyl-1,2,4-triazole